C([C@@H](O)C)(=O)O |r| (S)- and (R)-lactic acid